5-fluoro-3-((2R,4S)-4-fluoro-1-(3-(4-(hydroxymethyl)pyrimidin-2-yl)imidazo[1,2-b]pyridazin-6-yl)pyrrolidin-2-yl)pyridin-2(1H)-one FC=1C=C(C(NC1)=O)[C@@H]1N(C[C@H](C1)F)C=1C=CC=2N(N1)C(=CN2)C2=NC=CC(=N2)CO